(R)-N-methyl-3,3-difluoro-4-hydroxypiperidine CN1CC([C@@H](CC1)O)(F)F